3-{4-[5-(3-methylbenzyl)pyrimidin-2-yl]piperazin-1-yl}-6-(1-methyl-1H-pyrazol-4-yl)pyrazolo[1,5-a]pyridine CC=1C=C(CC=2C=NC(=NC2)N2CCN(CC2)C=2C=NN3C2C=CC(=C3)C=3C=NN(C3)C)C=CC1